ClC1=CC=2C(=NC=CN2)C(=N1)N1[C@H](CC1)C (S)-7-chloro-5-(2-methylazetidine-1-yl)pyridino[3,4-b]pyrazine